CC1=NON=C1C1=NC2=C(N1CC=1C=[N+](C=CC1)[O-])C=CC=C2 3-methyl-4-[1-[(1-oxidopyridin-1-ium-3-yl)methyl]benzimidazol-2-yl]-1,2,5-oxadiazole